4-(difluoromethyl)-N-[4-fluoro-5-(2-morpholin-4-yl-1,3-thiazol-5-yl)-2-[(3R)-3,4-dimethylpiperazin-1-yl]phenyl]-1-methyl-6-oxopyridine-3-carboxamide FC(C=1C(=CN(C(C1)=O)C)C(=O)NC1=C(C=C(C(=C1)C1=CN=C(S1)N1CCOCC1)F)N1C[C@H](N(CC1)C)C)F